2-chloro-N-[2-(2,4-dichlorophenyl)-2-fluoro-ethyl]-5-(3-ethoxyphenoxy)pyridine-4-carboxamide ClC1=NC=C(C(=C1)C(=O)NCC(F)C1=C(C=C(C=C1)Cl)Cl)OC1=CC(=CC=C1)OCC